(3R)-7-cyclopropyl-4-oxo-6-{(7-thiabicyclo[4.3.0]non-1,3,5,8-tetraen-8-yl)methyl}-1-thia-3a-aza-3-indanecarboxylic acid C1(CC1)C=1C(=CC(N2[C@@H](CSC12)C(=O)O)=O)CC=1SC2=CC=CC=C2C1